7-methoxy-Octahydro-2-benzofuran-1,3,5-trione COC1CC(CC2C1C(OC2=O)=O)=O